1-(7-(2-amino-3-cyano-7-fluorobenzo[b]thiophen-4-yl)-6-chloro-8-fluoro-2-(((2R,7aS)-2-fluorotetrahydro-1H-pyrrolizin-7a(5H)-yl)methoxy)quinazolin-4-yl)azocane-4-carboxylic acid NC1=C(C2=C(S1)C(=CC=C2C2=C(C=C1C(=NC(=NC1=C2F)OC[C@]21CCCN1C[C@@H](C2)F)N2CCC(CCCC2)C(=O)O)Cl)F)C#N